NC=1SCC2(N1)COCC1=CC=C(C=C12)NC(C1=NC=C(C=C1Cl)C)=O N-(2'-amino-5'H-spiro[isochromane-4,4'-thiazol]-6-yl)-3-chloro-5-methyl-picolinamide